8-methoxy-5-methyl-3,5-dihydro-4H-pyridazino[4,5-b]indol-4-one COC1=CC=2C3=C(N(C2C=C1)C)C(NN=C3)=O